C(C)(C)(C)OC(=O)N1CC(CC(CC1)OS(=O)(=O)C)F 3-fluoro-5-((methylsulfonyl)oxy)azepane-1-carboxylic acid tert-butyl ester